1-(1,3-oxazol-4-yl)-methanamine O1C=NC(=C1)CN